indenyl[bis(trimethylsilyl)methyl]scandium C1(C=CC2=CC=CC=C12)[Sc]C([Si](C)(C)C)[Si](C)(C)C